C(=O)=[Co](=C=O)(=C=O)(=C=O)(=C=O)(=C=O)(=C=O)(=C=O)(=C=O)(=C=O)(=C=O)=C=O dodecacarbonyl-cobalt